tert-butyl 3-((5-(1-aminoisoquinolin-7-yl)-3-((2-(2-ethoxy-2-oxoethyl)phenoxy)methyl)-2H-indazol-2-yl)methyl)azetidine-1-carboxylate NC1=NC=CC2=CC=C(C=C12)C1=CC2=C(N(N=C2C=C1)CC1CN(C1)C(=O)OC(C)(C)C)COC1=C(C=CC=C1)CC(=O)OCC